ClC1=C(C=CC=C1OC)C(=O)N1[C@H](C=2C(CC1)=C(N(N2)C)C2=NC(=NC=C2)C(F)(F)F)C (2-chloro-3-methoxy-phenyl)-[(7S)-2,7-dimethyl-3-[2-(trifluoromethyl)pyrimidin-4-yl]-5,7-dihydro-4H-pyrazolo[3,4-c]pyridin-6-yl]methanone